N-(2-aminoethyl)-1,2-ethanediamine NCCNCCN